[(1S)-1-[2-(5-bromopyrimidin-2-yl)-5-methyl-1,2,4-triazol-3-yl]ethyl]ammonium chloride [Cl-].BrC=1C=NC(=NC1)N1N=C(N=C1[C@H](C)[NH3+])C